N-((6-(oxazol-4-ylmethoxy)-5-(trifluoromethoxy)-1H-indol-2-yl)methyl)azetidine-1-carboxamide O1C=NC(=C1)COC1=C(C=C2C=C(NC2=C1)CNC(=O)N1CCC1)OC(F)(F)F